[Si](C1=CC=CC=C1)(C1=CC=CC=C1)(C(C)(C)C)OC(CNC(OC(C)(C)C)=O)CC1OC1 tert-Butyl N-[2-[tert-butyl(diphenyl)silyl]oxy-3-(oxiran-2-yl)propyl]carbamate